C(C)(C)(C)N1CCN(CC1)C=1C=C(C=CC1)C1=NC(=CC(=C1O)C1=CC(=C(C=C1)N1C(N(C=C1)C)=O)Cl)C 1-(4-(2-(3-(4-(tert-butyl)piperazin-1-yl)phenyl)-3-hydroxy-6-methylpyridin-4-yl)-2-chlorophenyl)-3-methyl-1,3-dihydro-2H-imidazol-2-one